FC(C=1C=C(C=NC1C)NC(C(=O)N1[C@H](CC[C@@H](C1)C)C=1C=C2CCC(NC2=CC1)=O)=O)F N-[5-(difluoromethyl)-6-methyl-3-pyridyl]-2-[(2R,5S)-5-methyl-2-(2-oxo-3,4-dihydro-1H-quinolin-6-yl)-1-piperidyl]-2-oxo-acetamide